OC1=CC=C(C=C1)C=CCC=C 5-p-hydroxyphenyl-1,4-pentadiene